CC1=NC(=CC(=N1)N1CCN(CC1)CC1=CC=C(CC=2C=3C4=C(C(N(C4=CC2)C2C(NC(CC2)=O)=O)=O)C=CC3)C=C1)N1N=NC(=C1)C(F)(F)F 3-(6-(4-((4-(2-methyl-6-(4-(trifluoromethyl)-1H-1,2,3-triazol-1-yl)pyrimidin-4-yl)piperazin-1-yl)methyl)benzyl)-2-oxobenzo[cd]indol-1(2H)-yl)piperidine-2,6-dione